2-(tert-butyl)-4,5-dichloropyridazin-3(2H)-one C(C)(C)(C)N1N=CC(=C(C1=O)Cl)Cl